sodium (2S,5R)-7-oxo-2-(N-(2-(tetrahydro-2H-pyran-4-yl) acetyl) carbamimidoyl)-1,6-diazabicyclo[3.2.1]octan-6-yl sulfate S(=O)(=O)(ON1[C@@H]2CC[C@H](N(C1=O)C2)C(NC(CC2CCOCC2)=O)=N)[O-].[Na+]